COC1=C(C=C(C=C1)C(=O)OC)NC(NC=1SC=C(C1C(=O)OCC)C)=O ethyl 2-(3-(2-methoxy-5-(methoxycarbonyl)phenyl)ureido)-4-methylthiophene-3-carboxylate